N-(1-((5-cyanopyrimidin-2-yl)amino)-1-(4-fluorophenyl)propan-2-yl)methanesulfonamide C(#N)C=1C=NC(=NC1)NC(C(C)NS(=O)(=O)C)C1=CC=C(C=C1)F